bisphenol-A dimethacrylate C(C(=C)C)(=O)O.C(C(=C)C)(=O)O.OC1=CC=C(C=C1)C(C)(C)C1=CC=C(C=C1)O